N(=O)CC=C 3-nitroso-1-propene